C1=CC=CC=2C3=CC=CC=C3N(C12)C1(C(C#N)C(=C(C(=C1)N1C2=CC=CC=C2C=2C=CC=CC12)N1C2=CC=CC=C2C=2C=CC=CC12)N1C2=CC=CC=C2C=2C=CC=CC12)C#N 2,4,5,6-tetra(9-carbazolyl)-phthalonitrile